3-methyl-1,2,3,4,8,9-hexahydropyrido[4',3':3,4]pyrazolo[1,5-a]pyrazin-10(7H)-one CC1CC2=NN3C(C(NCC3)=O)=C2CN1